FC1=C(CNC=2N=NC=C(C2)C(F)(F)F)C=CC(=C1)B1OC(C(O1)(C)C)(C)C N-(2-Fluoro-4-(4,4,5,5-tetramethyl-1,3,2-dioxaborolan-2-yl)benzyl)-5-(trifluoromethyl)pyridazin-3-amine